(1S,2R)-N1-Benzyl-3,3-difluoro-N1-[(3S)-1-(propan-2-yl)pyrrolidin-3-yl]cyclohexan-1,2-diamine C(C1=CC=CC=C1)N([C@@H]1[C@H](C(CCC1)(F)F)N)[C@@H]1CN(CC1)C(C)C